tert-butyl (6aR)-4-chloro-3-(2-fluorophenyl)-1-(4-hydroxy-2,2-dimethylpyrrolidin-1-yl)-12-oxo-6a,7,9,10-tetrahydro-12H-pyrazino[2,1-c]pyrido[3,4-f][1,4]oxazepine-8(6H)-carboxylate ClC1=C(N=C(C=2C(N3[C@@H](COC21)CN(CC3)C(=O)OC(C)(C)C)=O)N3C(CC(C3)O)(C)C)C3=C(C=CC=C3)F